ClC1=NC(=C2N=CN(C2=N1)S(=O)(=O)C1=C(C=CC=C1)F)Cl 2,6-dichloro-9-((fluorophenyl)sulfonyl)-9H-purine